6-(1-((5,6-dihydro-4H-pyrrolo[1,2-b]pyrazol-3-yl)sulfonyl)piperidin-4-yl)-8-fluoro-7-methyl-[1,2,4]triazolo[1,5-a]pyridine N=1N2C(=C(C1)S(=O)(=O)N1CCC(CC1)C=1C(=C(C=3N(C1)N=CN3)F)C)CCC2